OC1=C(C=CC(=C1)C(F)(F)F)C1=C(C=C(N=N1)N[C@H]1CN(CCC1)C(CC1CCC(CC1)O)=O)C (R)-1-(3-((6-(2-hydroxy-4-(trifluoromethyl)phenyl)-5-methylpyridazin-3-yl)amino)piperidin-1-yl)-2-(4-hydroxycyclohexyl)ethan-1-one